2-(dimethylaminomethylene)-3-oxobutanoic acid ethyl ester C(C)OC(C(C(C)=O)=CN(C)C)=O